2'-(trifluoromethyl)-[1,1'-biphenyl]-4-carbaldehyde FC(C1=C(C=CC=C1)C1=CC=C(C=C1)C=O)(F)F